butyl-2-oxocyclopentane-1-carboxylate C(CCC)OC(=O)C1C(CCC1)=O